C1=CCC2=CC=CC=C12 3H-inden